COP(OC)(=O)\C=C\[C@H]1O[C@H]([C@@H]([C@@H]1O)SCC)N1C(N(C(C=C1)=O)C(C1=CC=CC=C1)=O)=O ((E)-2-((2R,3R,4R,5R)-5-(3-benzoyl-2,4-dioxo-3,4-dihydropyrimidin-1(2H)-yl)-4-(ethylthio)-3-hydroxytetrahydrofuran-2-yl)vinyl)phosphonic acid dimethyl ester